(S)-N-(4-((2-(1,2-difluoroethyl)-6-methylpyrimidin-4-yl)amino)-5-(2-methoxyethoxy)pyridin-2-yl)acetamide F[C@H](CF)C1=NC(=CC(=N1)NC1=CC(=NC=C1OCCOC)NC(C)=O)C